CC1=C2C(=[N+](C(=C1)NC1=NC=NC(=C1)N[C@H]1COCC1)[O-])C1(NC2=O)CCCCC1 (R)-4'-methyl-5'-oxo-2'-((6-((tetrahydrofuran-3-yl)amino)pyrimidin-4-yl)amino)-5',6'-dihydrospiro[cyclohexane-1,7'-pyrrolo[3,4-b]pyridine] 1'-oxide